C(C)(C)(C)N([Si](N(C(C)(C)C)C(C)(C)C)(N(C(C)(C)C)C(C)(C)C)N(C(C)(C)C)C(C)(C)C)C(C)(C)C N,N,N',N',N'',N'',N''',N'''-octa-tert-butylsilanetetraamine